C(C1=CC=CC=C1)OC1=NC(=CC=C1C=1C=NC(=C(C1)F)N1CCN(CC1)C1=C(C(=C(C=C1)B1OC(C(O1)(C)C)(C)C)F)F)OCC1=CC=CC=C1 2,6-Bis(benzyloxy)-6'-(4-(2,3-difluoro-4-(4,4,5,5-tetramethyl-1,3,2-dioxaborolan-2-yl)phenyl)piperazin-1-yl)-5'-fluoro-3,3'-bipyridine